C1(=CC=CC=C1)C1=NOC(=C1)C(=O)O 3-phenylisoxazole-5-carboxylic acid